3',4',5',3,5,7-hexahydroxyflavone OC=1C=C(C=2OC3=CC(=CC(=C3C(C2O)=O)O)O)C=C(C1O)O